CC=1C=C2CCC(C2=CC1)CC#N 2-(5-methyl-2,3-dihydro-1H-inden-1-yl)acetonitrile